3-(3-Chloro-1-((2-(trimethylsilyl)ethoxy)methyl)-1H-pyrrolo[2,3-b]pyridin-2-yl)-1H-pyrazolo[3,4-d]pyrimidin-4-amine ClC1=C(N(C2=NC=CC=C21)COCC[Si](C)(C)C)C2=NNC1=NC=NC(=C12)N